C1(CC1)C=1C=2CCN(C(C2C(=C2C1OC(O2)(C)C21CCC(CC2)(CC1)N(C)C)C)=O)CC=1C(NC(=CC1C)C)=O 9-cyclopropyl-6-((4,6-dimethyl-2-oxo-1,2-dihydropyridin-3-yl)methyl)-2-(4-(dimethyl-amino)bicyclo[2.2.2]octan-1-yl)-2,4-dimethyl-7,8-dihydro-[1,3]dioxolo[4,5-g]isoquinolin-5(6H)-one